2-[Methyl-(1-methyl-1-phenyl-ethyl)-amino]-5-oxo-5H-thieno[3,2-b]pyran-6-carboxylic acid CN(C1=CC=2OC(C(=CC2S1)C(=O)O)=O)C(C)(C1=CC=CC=C1)C